FC=1C=C(C=CC1F)[C@H]1[C@@H](C1)NC=1C2=C(N=C(N1)SCCC)N(N=N2)[C@H]2[C@@H]([C@@H]([C@H](C2)OCCO)O)O (1S,2S,3R,5S)-3-[7-{[(1R,2S)-2-(3,4-Difluorophenyl)cyclopropyl]amino}-5-(propylthio)-3H-[1,2,3]-triazolo[4,5-d]pyrimidin-3-yl]-5-(2-hydroxyethoxy)cyclopentan-1,2-diol